sodium lauroyl-L-leucine C(CCCCCCCCCCC)(=O)N[C@@H](CC(C)C)C(=O)O.[Na]